(E)-N,N-Dimethyl-4-(4-((5-((Z)-4,4,4-trifluoro-1-(3-fluoro-1H-indazol-5-yl)-2-phenylbut-1-en-1-yl)pyridin-2-yl)amino)piperidin-1-yl)but-2-enamide CN(C(\C=C\CN1CCC(CC1)NC1=NC=C(C=C1)\C(=C(\CC(F)(F)F)/C1=CC=CC=C1)\C=1C=C2C(=NNC2=CC1)F)=O)C